ClC1=C(N2CCCC2=C1C(=O)NC1=CC(=C(C=C1)F)C#N)C(C(=O)NC1(COC1)C)=O 6-chloro-N-(3-cyano-4-fluorophenyl)-5-(2-((3-methyloxetan-3-yl)amino)-2-oxoacetyl)-2,3-dihydro-1H-pyrrolizine-7-carboxamide